CN1N=NC2=C1C(=CC=C2)[C@@H](C=2N=NN(C2)C2(CC2)C(F)(F)F)NC=2C=C1C(=C(C=NC1=C(C2)C#N)C#N)NCC(C)(C)C (S)-6-(((1-methyl-1H-benzo[d][1,2,3]triazol-7-yl)(1-(1-(trifluoromethyl)cyclopropyl)-1H-1,2,3-triazol-4-yl)methyl)amino)-4-(neopentylamino)quinoline-3,8-dicarbonitrile